3'-chloro-2-hydroxy-4-isopentenyloxychalcone ClC=1C=C(C(/C=C/C2=C(C=C(C=C2)OCCC(=C)C)O)=O)C=CC1